ClC1=CSC2=C1NC(=C2)C(=O)N2C1CCC([C@H]2C(=O)N[C@H](C[C@H]2C(NCC2)=O)C(CO)=O)CC1 (S)-2-(3-chloro-4H-thieno[3,2-b]pyrrole-5-carbonyl)-N-((R)-4-hydroxy-3-oxo-1-((S)-2-oxopyrrolidin-3-yl)butan-2-yl)-2-azabicyclo[2.2.2]octane-3-carboxamide